N-(3-Fluoro-5-((6-(3-methylisoxazol-4-yl)-1-oxoisoquinolin-2(1H)-yl)methyl)phenyl)acetamide FC=1C=C(C=C(C1)CN1C(C2=CC=C(C=C2C=C1)C=1C(=NOC1)C)=O)NC(C)=O